(R)-2-(TERT-BUTYLAMINO)-1-(5-FLUOROPYRIDIN-3-YL)-ETHAN-1-OL HEMI-TARTRATE SALT C(=O)(O)C(O)C(O)C(=O)O.C(C)(C)(C)NC[C@H](O)C=1C=NC=C(C1)F.C(C)(C)(C)NC[C@H](O)C=1C=NC=C(C1)F